BrC=1C=CC=C2CCN(C12)C(=O)OC(C)(C)C tert-butyl 7-bromo-2,3-dihydroindole-1-carboxylate